3-(4-Methoxyphenyl)-2,9,9,12-tetramethyl-6,8,9,10-tetrahydro-4H,7H-pyrano[3,2-b]xanthene-4,7-dione COC1=CC=C(C=C1)C=1C(C2=CC=3CC=4C(CC(CC4OC3C(=C2OC1C)C)(C)C)=O)=O